(S)-6-chloro-4-(4-(2-(2,6-difluorophenoxy)acetyl)-2-methylpiperazin-1-yl)-7-(2-fluorophenyl)-1-(2-isopropyl-4-methylpyridin-3-yl)pyrido[2,3-d]pyrimidin-2(1H)-one ClC1=CC2=C(N(C(N=C2N2[C@H](CN(CC2)C(COC2=C(C=CC=C2F)F)=O)C)=O)C=2C(=NC=CC2C)C(C)C)N=C1C1=C(C=CC=C1)F